C1(=CC=CC=C1)NC1=CC=CC=2SC3=C(C21)C=CC=C3 N-phenyldibenzo[b,d]Thiophene-1-amine